2-((1s,3s)-3-(5-(1-azido-3,3-difluorocyclobutyl)pyridin-2-yl)cyclobutyl)-N-(2,4-dimethoxybenzyl)-7-methoxy-[1,2,4]triazolo[1,5-c]quinazolin-5-amine N(=[N+]=[N-])C1(CC(C1)(F)F)C=1C=CC(=NC1)C1CC(C1)C1=NN2C(=NC=3C(=CC=CC3C2=N1)OC)NCC1=C(C=C(C=C1)OC)OC